COC1=CC=C(C=C1)C(C1=CC=CC=C1)(C1=CC=CC=C1)NCCN N1-((4-methoxyphenyl)benzhydryl)ethane-1,2-diamine